CC=1C(=C(C=CC1OCC=C)C1=CC=C(C=C1)OCC=C)C dimethyl-4,4'-bis(2-propen-1-yloxy)-1,1'-biphenyl